FC(C=1C=C2C(COCC2=CC1)N)(F)F 6-(trifluoromethyl)isochroman-4-amine